ClC1=C(COC=2C=C(C(=O)C#N)C=CC2)C(=CC=C1)Cl 3-(2,6-Dichlorobenzyloxy)benzoyl cyanide